4-methoxy-2-nitrobenzoic acid methyl ester COC(C1=C(C=C(C=C1)OC)[N+](=O)[O-])=O